[Pd].C(C)(C)(C)P(C1CCCC1)C(C)(C)C (di-tert-butyl-(cyclopentyl)phosphine) palladium